NCCCNCCCNCCCNCCCC(CCN)N [3-[3-[3-(3-aminopropylamino)propylamino]propyl-amino]propyl]propane-1,3-diamine